ClC=1C(=C(C(=C(C1)C(C)O)OC(C)C)C=1C=NC(=CC1)C(F)(F)F)C 1-(5-chloro-2-isopropoxy-4-methyl-3-(6-(trifluoromethyl)pyridin-3-yl)phenyl)ethan-1-ol